N-[(quinolin-2-yl)methyl]cyclohexylamine N1=C(C=CC2=CC=CC=C12)CNC1CCCCC1